C(C1=CC=CC=C1)OC(=O)N1C(C(CC1)=O)CO[C@@H]1CC[C@@H](CC1)C1=CC=CC=C1 3-oxo-2-({[(cis)-4-phenylcyclohexyl]oxy}methyl)pyrrolidine-1-carboxylic acid benzyl ester